3-(p-fluorophenylsulfinyl)benzaldehyde FC1=CC=C(C=C1)S(=O)C=1C=C(C=O)C=CC1